C(CCCCCCC\C=C/CCCCCCCC)NC(C(CCCCCCCCCCCCCCC)NCCN1CCCC1)=O (Z)-N-(octadec-9-en-1-yl)-2-((2-(pyrrolidin-1-yl)ethyl)amino)heptadecanamide